diisobutyl 2,2'-bipyridine-4,4'-dicarboxylate N1=C(C=C(C=C1)C(=O)OCC(C)C)C1=NC=CC(=C1)C(=O)OCC(C)C